O[C@H]1[C@@H](OC([C@H]1O)(CO)CO)N1C=2N=C(NC(C2N=C1)=O)NC(C(C)C)=O N-[9-[(2R,3R,4S)-3,4-dihydroxy-5,5-bis(hydroxymethyl)-tetrahydrofuran-2-yl]-6-oxo-1H-purin-2-yl]-2-methylpropanamide